FC=1C=CC(=NC1)NC(CN1C=2N(C3=C(C1=O)C=CC(=N3)C(F)(F)F)N=C(C2)C=2C(=NC=CC2)C)=O N-(5-Fluoropyridin-2-yl)-2-(2-(2-methylpyridin-3-yl)-5-oxo-8-(trifluoromethyl)pyrazolo[1,5-a]pyrido[3,2-e]pyrimidin-4(5H)-yl)acetamide